(R)-3-ethyl-5-(8-ethynyl-6-(2-fluorophenyl)-4-methyl-4H-benzo[f]imidazo[1,5-a][1,4]diazepin-3-yl)-1,2,4-oxadiazole C(C)C1=NOC(=N1)C=1N=CN2C1[C@H](N=C(C1=C2C=CC(=C1)C#C)C1=C(C=CC=C1)F)C